FC1(CC(C1)CO)F 3,3-difluoro-1-(hydroxymethyl)cyclobutan